3-(methoxycarbonyl)bicyclo[1.1.1]pentane COC(=O)C12CC(C1)C2